NC1=NC=2C(=CC=CC2C=2N1N=C(N2)CNC(OCC2=CC=CC=C2)=O)OC Benzyl ((5-amino-7-methoxy-[1,2,4]triazolo[1,5-c]quinazolin-2-yl)methyl)carbamate